1-(3,4-dimethoxybenzyl)-5-(2-methylsulfonyl-6-trifluoromethylpyrimidin-4-yl)-pyridin-2(1H)-one COC=1C=C(CN2C(C=CC(=C2)C2=NC(=NC(=C2)C(F)(F)F)S(=O)(=O)C)=O)C=CC1OC